oxoaluminum benzoate C(C1=CC=CC=C1)(=O)[O-].O=[Al+]